N-(6-chloropyridin-3-yl)-6-(1-(1,3-dimethyl-1H-pyrazol-4-yl)ethoxy)isoquinolin-1-amine ClC1=CC=C(C=N1)NC1=NC=CC2=CC(=CC=C12)OC(C)C=1C(=NN(C1)C)C